NCC(=O)[O-].[Cu+] Copper monoglycinate